(R)-(1-(2-(7-(2-cyano-2-(pyridin-2-yl)vinyl)-3,4-dihydroisoquinolin-2(1H)-yl)acetamido)-2-phenylethyl)boronic acid C(#N)C(=CC1=CC=C2CCN(CC2=C1)CC(=O)N[C@@H](CC1=CC=CC=C1)B(O)O)C1=NC=CC=C1